CP(C=1C(=C(C=CC1P(C)C)C=1SC=CC1)OC)C 3,4-bis(di-methylphosphino)-2-methoxyphenyl-thiophene